OC(CC)(C)C 3-hydroxy-3-methylbutan